1-bromo-4-(chloroethynyl)benzene methyl-(Z)-7-((dimethylamino)methylene)-8-oxo-1-oxaspiro[3.4]octane-6-carboxylate COC(=O)C/1CC2(CCO2)C(\C1=C/N(C)C)=O.BrC1=CC=C(C=C1)C#CCl